6-(4-cyclopropyl-6-methoxypyrimidin-5-yl)-2,3-dimethyl-4-((4-(1-methyl-4-(trifluoromethyl)-1H-imidazol-2-yl)benzyl)oxy)-2H-pyrazolo[3,4-d]pyrimidine C1(CC1)C1=NC=NC(=C1C=1N=C(C=2C(N1)=NN(C2C)C)OCC2=CC=C(C=C2)C=2N(C=C(N2)C(F)(F)F)C)OC